[Si](C)(C)(C(C)(C)C)OC=1C=NN(C1)C1=C(C=C(C=N1)N)Cl 6-(4-((tert-butyldimethylsilyl)oxy)-1H-pyrazol-1-yl)-5-chloropyridin-3-amine